FC(OC1=C(C=CC(=C1)F)[C@H]1[C@H](O[C@]([C@H]1C)(C(F)(F)F)C)C(=O)NC1=CC(=NC=C1)C(=O)NC)F (2S,3S,4S,5R)-4-[[3-[2-(difluoromethoxy)-4-fluoro-phenyl]-4,5-dimethyl-5-(trifluoromethyl)tetrahydrofuran-2-carbonyl]amino]-N-methyl-pyridine-2-carboxamide